tert-butyl N-[[7-[5-(3-cyano-5-methyl-thieno[2,3-b]pyridin-2-yl)-1-methyl-pyrazol-4-yl]-4-oxo-3H-phthalazin-1-yl]methyl]carbamate C(#N)C1=C(SC2=NC=C(C=C21)C)C2=C(C=NN2C)C2=CC=C1C(NN=C(C1=C2)CNC(OC(C)(C)C)=O)=O